C1(N=CC2=C3C4=C(N5C3=C3N(C6=C(C3=C12)C=CC=C6)CC=CC5)C=CC=C4)=O 1H,8H,11H-2,7b,11a-triazadibenzo[a,g]cycloocta[cde]trinden-1-one